BrC=1C=CC2=C(N=C(O2)N2CCN(CC2)C(=O)OC(C)(C)C)C1 tert-butyl 4-(5-bromo-1,3-benzoxazol-2-yl)piperazine-1-carboxylate